COC(C1=CC(=C(C(=C1)C(C)C)O)C(C)C)=O 3,5-diisopropyl-4-hydroxybenzoic acid methyl ester